O=C1NC(CCC1N1C(C2=CC=C(C=C2C1=O)N1CCC(CC1)N1CCC(CC1)C1=CC=C(C=C1)NC1=NC=CC(=N1)C1=CC(=C(CNC(=O)N2CC(C2)OC(C)C)C=C1)C)=O)=O N-(4-(2-((4-(1'-(2-(2,6-dioxopiperidin-3-yl)-1,3-dioxoisoindolin-5-yl)-[1,4'-bipiperidin]-4-yl)phenyl)amino)pyrimidin-4-yl)-2-methylbenzyl)-3-isopropoxyazetidine-1-carboxamide